CN([C@H]1CN(CC1)C(=O)C1CCN(CC1)C(=O)C1=NNC(=C1)C1=CC=NC=C1)C (3R)-N,N-dimethyl-1-{1-[5-(pyridin-4-yl)-1H-pyrazole-3-carbonyl]piperidin-4-carbonyl}pyrrolidin-3-amine